1-(((4-bromo-2-methyl-2H-indazol-7-yl)oxy)methyl)cyclopropane-1-carbonitrile BrC=1C2=CN(N=C2C(=CC1)OCC1(CC1)C#N)C